O=C1CCC(C12CCN(CC2)C2=C(C=O)C=CC=C2)=O 2-(1,4-dioxo-8-azaspiro[4.5]decan-8-yl)benzaldehyde